N,N,N',N'-tetramethyl-1,2-ethanediamine CN(CCN(C)C)C